(R)-7-bromo-N-(5-fluoroquinolin-6-yl)-5-(1-(oxetan-3-yl)ethoxy)quinazolin-4-amine BrC1=CC(=C2C(=NC=NC2=C1)NC=1C(=C2C=CC=NC2=CC1)F)O[C@H](C)C1COC1